N-(3,4-difluorophenyl)-2-(6-methyl-4-(trifluoromethyl)pyridin-2-yl)-5-oxo-N-(3-(pyrrolidin-1-yl)propyl)pyrazolidine-3-carboxamide FC=1C=C(C=CC1F)N(C(=O)C1N(NC(C1)=O)C1=NC(=CC(=C1)C(F)(F)F)C)CCCN1CCCC1